Cl.BrC1=CC=C(C[C@H]2CO[C@H](CN2C2CCC(CC2)C2=NN(C(=C2)C)C)CS(=O)(=O)C)C=C1 (2R,5S)-5-(4-bromobenzyl)-4-(4-(1,5-dimethyl-1H-pyrazol-3-yl)cyclohexyl)-2-((methylsulfonyl)methyl)-morpholine hydrochloride